The molecule is a member of the class of barbiturates that is pyrimidine-2,4,6(1H,3H,5H)-trione substituted by a cyclohex-1-en-1-yl group at position 5, a hydroxy group at position 1 and methyl groups at positions 3 and 5. CC1(C(=O)N(C(=O)N(C1=O)O)C)C2=CCCCC2